tetra(octan-3-yl) 9,9',9'',9'''-((((5-(4-(bis(9-(octan-3-yloxy)-9-oxononyl)amino)butanamido)isophthaloyl)bis(azanediyl))bis(propane-3,1-diyl))bis(azanetriyl))tetranonanoate CCC(CCCCC)OC(CCCCCCCCN(CCCC(=O)NC=1C=C(C=C(C(=O)NCCCN(CCCCCCCCC(=O)OC(CC)CCCCC)CCCCCCCCC(=O)OC(CC)CCCCC)C1)C(=O)NCCCN(CCCCCCCCC(=O)OC(CC)CCCCC)CCCCCCCCC(=O)OC(CC)CCCCC)CCCCCCCCC(OC(CC)CCCCC)=O)=O